butyl-1-(4,4,5,5-tetramethyl-1,3,2-dioxaborolan-2-yl)-9H-carbazole C(CCC)C1=C(C=2NC3=CC=CC=C3C2C=C1)B1OC(C(O1)(C)C)(C)C